C1(=CC=CC=C1)C=CC=CC1=CC=CC=C1.[Ti+2] titanium (II) 1,4-diphenyl-1,3-butadiene